tert-butyl ((1r,3r)-3-(4-(2-(4-((6-(3-methyl-1,2,4-oxadiazol-5-yl)pyridazine-3-yl)oxy)phenyl)propan-2-yl)phenoxy)cyclobutyl)carbamate CC1=NOC(=N1)C1=CC=C(N=N1)OC1=CC=C(C=C1)C(C)(C)C1=CC=C(OC2CC(C2)NC(OC(C)(C)C)=O)C=C1